N1=CC=C(C=C1)C#CC1=CC(=NC=C1)C1=NC=CC(=C1)C#CC1=CC=NC=C1 4,4'-bis(2-(4-pyridyl)ethynyl)-2,2'-bipyridine